1-(3-(4-amino-6-phenylquinazolin-8-yl)piperidin-1-yl)prop-2-en-1-one NC1=NC=NC2=C(C=C(C=C12)C1=CC=CC=C1)C1CN(CCC1)C(C=C)=O